1,4-butanediol monothioglycolate C(CS)(=O)OCCCCO